4-(((2-(2,4-dioxotetrahydropyrimidin-1(2H)-yl)benzyl)amino)methyl)-N-(4-methyl-3-((4-(pyridin-3-yl)pyrimidin-2-yl)amino)phenyl)benzamide O=C1N(CCC(N1)=O)C1=C(CNCC2=CC=C(C(=O)NC3=CC(=C(C=C3)C)NC3=NC=CC(=N3)C=3C=NC=CC3)C=C2)C=CC=C1